6-bromo-2-(((tert-butoxycarbonyl)(cyclobutylmethyl)amino)methyl)-1H-indole-1-carboxylic acid tert-butyl ester C(C)(C)(C)OC(=O)N1C(=CC2=CC=C(C=C12)Br)CN(CC1CCC1)C(=O)OC(C)(C)C